CN1CCC(CC1)C1=CNC2=CC=C(C=C12)CCS(=O)(=O)NC 3-(1-methyl-4-piperidinyl)-5-(2-methylaminosulfonylethyl)indole